2-cyclopropyl-5-(4,4,5,5-tetramethyl-1,3,2-dioxaborolan-2-yl)pyridine C1(CC1)C1=NC=C(C=C1)B1OC(C(O1)(C)C)(C)C